2-[(4-bromophenyl)(methoxy)methylene]malononitrile BrC1=CC=C(C=C1)C(=C(C#N)C#N)OC